ClC1=CC=C(C=C1)C1=NC(=NC(=N1)C1=CC2=CC=CC=C2C=C1)C1=CC=CC=C1 2-(4-chlorophenyl)-4-(naphthalen-2-yl)-6-phenyl-1,3,5-triazine